(R)-4-cyclopropyl-3-(N-(2-((2,2-dimethylcyclopentyl)oxy)-4-fluoro-5-(1H-tetrazol-1-yl)phenyl)sulfamoyl)benzoic acid C1(CC1)C1=C(C=C(C(=O)O)C=C1)S(NC1=C(C=C(C(=C1)N1N=NN=C1)F)O[C@H]1C(CCC1)(C)C)(=O)=O